ClC=1C(=C(NC2=NC=NC3=CC(=C(C=C23)NC(\C=C\C(C)C)=O)C#C[C@@]2(CN(CC2)C)C)C=CC1)F (E)-N-[4-(3-chloro-2-fluoro-anilino)-7-[2-[(3R)-1,3-dimethylpyrrolidin-3-yl]ethynyl]quinazolin-6-yl]-4-methyl-pent-2-enamide